N1(C=NC=C1)C=1C=C(C(=O)NC2CCN(CC2)C)C=CN1 2-(1H-imidazol-1-yl)-N-(1-methylpiperidin-4-yl)isonicotinamide